(S)-6-ethyl-N-((S)-7-oxo-1-(5-(quinolin-6-yl)-1H-imidazol-2-yl)nonyl)-6-azaspiro[2.5]octane-1-carboxamide C(C)N1CCC2(C[C@@H]2C(=O)N[C@@H](CCCCCC(CC)=O)C=2NC(=CN2)C=2C=C3C=CC=NC3=CC2)CC1